F[P-](F)(F)(F)(F)F.C1(=CC=CC=C1)[I+]C=1SC=CC1 phenyl-2-thienyl-iodonium hexafluorophosphate